FC(C1=NN(C=C1[N+](=O)[O-])C1(CCCCC1)C(=O)O)F 3-difluoromethyl-4-nitro-1H-pyrazol-1-yl-cyclohexylcarboxylic acid